(((9H-fluoren-9-yl)methoxy)carbonyl)-L-valyl-L-alanine C1=CC=CC=2C3=CC=CC=C3C(C12)COC(=O)N[C@@H](C(C)C)C(=O)N[C@@H](C)C(=O)O